tert-Butyl 3-((3-bromophenoxy)methyl)piperidine-1-carboxylate BrC=1C=C(OCC2CN(CCC2)C(=O)OC(C)(C)C)C=CC1